FC1=CC(=NC=C1F)NC1=NC=C(C(=O)NC([2H])([2H])[2H])C(=C1)NC1=CN(C2=C1C(N(C=C2F)C)=O)C 6-((4,5-Difluoropyridin-2-yl)amino)-4-((7-fluoro-1,5-dimethyl-4-oxo-4,5-dihydro-1H-pyrrolo[3,2-c]pyridin-3-yl)amino)-N-(methyl-d3)nicotinamide